1-(2-Pentyn-1-yl)-4-[3-(trifluoromethyl)phenyl]-1H-1,2,3-triazole C(C#CCC)N1N=NC(=C1)C1=CC(=CC=C1)C(F)(F)F